5-(2-Chlorophenyl)-7-fluoro-1,2-dihydro-8-methoxy-3-methylpyrazolo(3,4-b)(1,4)benzodiazepine ClC1=C(C=CC=C1)C1=NC=2C(=NC3=C1C=C(C(=C3)OC)F)NNC2C